methyl (R)-4-(3-fluoro-2-((S)-1-fluoroethyl)phenyl)-2-(fluoromethyl)-5-oxo-4,5,6,7-tetrahydro-1H-cyclopenta[b]pyridine-3-carboxylate FC=1C(=C(C=CC1)[C@@H]1C2=C(NC(=C1C(=O)OC)CF)CCC2=O)[C@H](C)F